3-aminophenothiazine-5-oxide NC=1C=CC=2NC3=CC=CC=C3S(C2C1)=O